FC=1C=C(C=C(C1N1S(NC(C1)=O)(=O)=O)OCC1=CC=C(C=C1)OC)CNC(OC(C)(C)C)=O tert-butyl N-([3-fluoro-5-((4-methoxyphenyl)methoxy)-4-(1,1,4-trioxo-1,2,5-thiadiazolidin-2-yl)phenyl]methyl)carbamate